[2-[(4,4-dimethyl-1-piperidyl)methyl]-1H-indol-6-yl]methanamine CC1(CCN(CC1)CC=1NC2=CC(=CC=C2C1)CN)C